2-(4-chloro-3-(trifluoromethyl)phenyl)-3-(3-(4-methylpiperazin-1-yl)prop-1-ynyl)-6-(5-(trifluoromethyl)-2H-pyrazol-3-yl)phenol ClC1=C(C=C(C=C1)C1=C(C(=CC=C1C#CCN1CCN(CC1)C)C=1NN=C(C1)C(F)(F)F)O)C(F)(F)F